COC1=CC=C(C=C1)CN(C1=NC=C2C=C(C=NC2=C1)C=1C(=NC=C(C1)[N+](=O)[O-])C)C N-[(4-methoxyphenyl)methyl]-N-methyl-3-(2-methyl-5-nitro-3-pyridinyl)-1,6-naphthyridin-7-amine